(S)-2-(1-aminoethyl)-5-chloro-3-phenylquinazolin-4(3H)-one N[C@@H](C)C1=NC2=CC=CC(=C2C(N1C1=CC=CC=C1)=O)Cl